ClC1=C(C=C(C=C1)N1CC(C2=NC(=CC=C21)C(=O)N2C(CNCC2)(C)C)(C)C)F (1-(4-chloro-3-fluorophenyl)-3,3-dimethyl-2,3-dihydro-1H-pyrrolo[3,2-b]pyridin-5-yl)(2,2-dimethylpiperazin-1-yl)methanone